6-amino-N-(4,6-dimethylpyrimidin-2-yl)pyridine-3-sulfonamide NC1=CC=C(C=N1)S(=O)(=O)NC1=NC(=CC(=N1)C)C